BrC1=CC(=C(C=C1)O)C(F)(F)F 4-bromo-2-trifluoromethylphenol